O1N=C(C2=C1C=CC=C2)C2=C(C=CC=C2)[C@H](CC2=NC(=CC=C2F)S(=O)(=O)C)N[S@@](=O)C(C)(C)C (S)-N-{(S)-1-[2-(Benzo[d]isoxazol-3-yl)phenyl]-2-[3-fluoro-6-(methylsulfonyl)pyridine-2-yl]ethyl}-2-methylpropane-2-sulfinamide